C1N(CCC2=CC=CC=C12)C[C@H](CN1CCOC2=C(C1=O)C=CC(=C2)C#CC2=CC=NC=C2)O 4-[(2R)-3-(3,4-dihydro-1H-isoquinolin-2-yl)-2-hydroxy-propyl]-8-[2-(4-pyridyl)ethynyl]-2,3-dihydro-1,4-benzoxazepin-5-one